1,1'-disulfanediylbis(9-fluoro-4-propyl-[1,2,4]triazolo[4,3-a]quinazolin-5(4H)-one) S(SC1=NN=C2N1C1=C(C=CC=C1C(N2CCC)=O)F)C2=NN=C1N2C2=C(C=CC=C2C(N1CCC)=O)F